sodium lauroyl-methylaminopropionate C(CCCCCCCCCCC)(=O)C(C(=O)[O-])(C)NC.[Na+]